NCCOCCOCCC(=O)N 3-[2-(2-Aminoethoxy)ethoxy]-propionamide